CC1=CC=C(C=C1)SCC(=C(F)F)Br 2-bromo-3,3-difluoroallyl 4-methylphenyl sulfide